N-(5-cyclopropyl-2-morpholinyloxazolo[4,5-b]pyridin-6-yl)-2-(2-methylpyridin-4-yl)oxazole-4-carboxamide hydrochloride Cl.C1(CC1)C1=C(C=C2C(=N1)N=C(O2)N2CCOCC2)NC(=O)C=2N=C(OC2)C2=CC(=NC=C2)C